(S)-2-((((9H-fluoren-9-yl)methoxy)carbonyl)amino)-3-(2-cyanopyridin-3-yl)propionic acid C1=CC=CC=2C3=CC=CC=C3C(C12)COC(=O)N[C@H](C(=O)O)CC=1C(=NC=CC1)C#N